(E)-4-(3-(2-(5-chloro-1H-indole-2-carbonyl)hydrazino)-3-oxoprop-1-en-1-yl)-1-nonylpyridine ClC=1C=C2C=C(NC2=CC1)C(=O)NNC(/C=C/C1=CCN(C=C1)CCCCCCCCC)=O